C(C)(C)(C)C1=C(C=C(C=C1)C1=NC(=NO1)C1=CC=C(CN2CCC(CC2)(C(=O)O)C)C=C1)Cl 1-{4-[5-(4-tert-Butyl-3-chloro-phenyl)-[1,2,4]-oxadiazol-3-yl]-benzyl}-4-methyl-piperidine-4-carboxylic acid